BrC1=CC=C(C=C1)CC(=O)N1C(COCC1)C 2-(4-bromophenyl)-1-(3-methylmorpholino)ethane-1-one